FC1=CC=C2[C@@H](N3C(C2=C1)=CN=C3)C3C(CN(CC3)S(=O)(=O)C)O 4-((S)-8-Fluoro-5H-imidazo[5,1-a]isoindol-5-yl)-1-(methylsulfonyl)piperidin-3-ol